CC1OC2=C(C1)C=C(C=C2)B(O)O 2-methyl-2,3-dihydrobenzofuran-5-ylboronic acid